tert-Butyl (3-cyano-4-(3-((S)-3-(4-ethylpiperazin-1-yl)pyrrolidin-1-yl)-5-fluoro-7,9-dihydrofuro[3,4-f]quinazolin-6-yl)-7-fluorothieno[3,2-c]pyridin-2-yl)carbamate C(#N)C1=C(SC2=C1C(=NC=C2F)C=2C1=C(C=3C=NC(=NC3C2F)N2C[C@H](CC2)N2CCN(CC2)CC)COC1)NC(OC(C)(C)C)=O